N1C(=NC2=C1C=CC=C2)C2=CC(=NN2CC2=CC=C(C=C2)OC)NC(C2=CC=C(C=C2)C#N)=O N-[5-(1H-benzimidazol-2-yl)-1-[(4-methoxyphenyl)methyl]-pyrazol-3-yl]-4-cyanobenzamide